FC(C(=O)O)(F)F.CC1=C(C(=O)N[C@H](C)C2=CC=CC3=CC=CC=C23)C=C(C=C1)NC(CN1CCCCC1)=O (R)-2-methyl-N-(1-(naphthalen-1-yl)ethyl)-5-(2-(piperidin-1-yl)acetamido)benzamide 2,2,2-trifluoroacetate